2,3,5,6-tetrakis(trifluoromethyl)-1,4-phenylenediamine FC(C1=C(C(=C(C(=C1C(F)(F)F)N)C(F)(F)F)C(F)(F)F)N)(F)F